6-[3-(dimethylamino) propyl]-2-methyl-7-oxo-9-{6-[(1-oxopentadecyl) oxy] hexyl}-2,6-diaza-8-oxapentadecan-15-yl pentadecanoate C(CCCCCCCCCCCCCC)(=O)OCCCCCCC(OC(N(CCCN(C)C)CCCN(C)C)=O)CCCCCCOC(CCCCCCCCCCCCCC)=O